bromo(2-pyridinyl)magnesium Br[Mg]C1=NC=CC=C1